C(C)(=O)C=1C=C(C=CC1)NC(=O)C1=NC(=CC=C1)C(F)(F)F N-(3-acetylphenyl)-6-(trifluoromethyl)pyridine-2-carboxamide